COC(C1=CC(=C(C=C1)CN1N=C(C=2N=C(N=C(C21)NCCCC)NC(=O)OC)I)OC)=O 4-((7-(butylamino)-3-iodo-5-((methoxycarbonyl)amino)-1H-pyrazolo[4,3-d]Pyrimidin-1-yl)methyl)-3-methoxybenzoic acid methyl ester